Cl.ClCCN1CCCC1 N-(2-chloroethyl)pyrrolidine-HCl